2-[4-(trifluoromethyl)-2-pyridyl]-1,3,4-oxadiazole FC(C1=CC(=NC=C1)C=1OC=NN1)(F)F